CN1C(C2=C(C=C1)C(=CN2)C2=CC=C(C=C2)CC2NCC1(CCO1)CC2)=O 6-Methyl-3-(4-(1-oxa-6-azaspiro[3.5]non-7-ylmethyl)phenyl)-1H-pyrrolo[2,3-c]pyridin-7(6H)-one